C(C)(C)(C)OC(NC1CCC2(CC(C(C(C2)=O)C2=C(C=C(C=C2C)C2=NC=C(C=C2)Cl)C)=O)CC1)=O N-[3-[4-(5-chloro-2-pyridinyl)-2,6-dimethyl-phenyl]-2,4-dioxo-spiro[5.5]undecan-9-yl]carbamic acid tert-butyl ester